FC=1C=C(C=NC1)COC=1C(=NC=CC1)N1C=C(C=C1C)C(=O)O 1-{3-[(5-fluoropyridin-3-yl)methoxy]pyridin-2-yl}-5-methylpyrrole-3-carboxylic acid